1-(4-fluorobenzyl)-N-(4-methoxy-2-(trifluoromethoxy)benzyl)piperidine-4-carboxamide FC1=CC=C(CN2CCC(CC2)C(=O)NCC2=C(C=C(C=C2)OC)OC(F)(F)F)C=C1